(6-amino-2-bromo-3-chloro-phenyl)-(2,6-difluorophenyl)methanone sodium 4-(1-tert-butoxycarbonyl-1,2,3,6-tetrahydro-pyridin-4-yl)-3-methoxy-thiophene-2-carboxylate C(C)(C)(C)OC(=O)N1CCC(=CC1)C=1C(=C(SC1)C(=O)[O-])OC.[Na+].NC1=CC=C(C(=C1C(=O)C1=C(C=CC=C1F)F)Br)Cl